BrC1=CC(=C(CNC2=C(C=NC3=CC(=CC=C23)OC)C(=O)OCC)C(=C1)F)F ethyl 4-((4-bromo-2,6-difluorobenzyl) amino)-7-methoxyquinoline-3-carboxylate